CC=1C(=C(C(=O)OC2(CCC2)C2=CN=NC(=C2)OC)C=C(C1F)N)F 1-(6-methoxypyridazin-4-yl)cyclobutane-1-ol methyl-5-amino-2,4-difluorobenzoate